ClC=1C=C(C=CC1F)NC(=O)C1=C(N=CN1C)C1CC2CC(CC2C1)(CS(=O)(=N)C)O N-(3-chloro-4-fluorophenyl)-4-(5-hydroxy-5-((S-methyl-sulfonimidoyl)methyl)octahydropentalen-2-yl)-1-methyl-1H-imidazole-5-carboxamide